NC1=NC2=NC=C(N=C2C(=N1)N)CC(CC#C)C1=CC=C(C(=O)N[C@@H](CCC(=O)O)C(=O)O)C=C1 N-[4-[2-(2,4-Diaminopteridin-6-yl)-1-(2-propynyl)ethyl]benzoyl]-L-glutamic acid